C(C)(C)(C)OC(NC1=CSC=C1C)=O (4-methylthiophene-3-yl)carbamic acid tert-butyl ester